(R) or (S)-3-(1-(2-(pyrrolidin-1-yl)ethyl)pyrrolidin-2-yl)pyridine N1(CCCC1)CCN1[C@H](CCC1)C=1C=NC=CC1 |o1:8|